P(OSCCCC)([O-])=O thiapentyl Phosphonate